(2R,3R,4S,5R,6R)-6-((1,8-dioxa-2-azaspiro[4.5]dec-2-en-3-yl)methyl)-2-(hydroxymethyl)-5-methoxy-4-(4-(3,4,5-trifluorophenyl)-1H-1,2,3-triazol-1-yl)tetrahydro-2H-pyran-3-ol O1N=C(CC12CCOCC2)C[C@@H]2[C@@H]([C@H]([C@H]([C@H](O2)CO)O)N2N=NC(=C2)C2=CC(=C(C(=C2)F)F)F)OC